tert-Butyl 3-(5-(2-fluoro-4-(hydroxy(phenyl)methyl)phenylcarbamoyl)-3-(trifluoromethyl)-1H-pyrazol-1-yl)benzylcarbamate FC1=C(C=CC(=C1)C(C1=CC=CC=C1)O)NC(=O)C1=CC(=NN1C=1C=C(CNC(OC(C)(C)C)=O)C=CC1)C(F)(F)F